CS(=O)(=O)OCC#CC1=CC=CC=C1 3-phenyl-2-propyn-1-ol methanesulfonate